FC(C(=O)O)(F)F.CN(C\C=C/1\C(NC2CC12)=O)C (E)-4-(2-(dimethylamino)ethylidene)-2-azabicyclo[3.1.0]hexan-3-one 2,2,2-trifluoroacetate